ClC1=C2C=NN(C2=C(C=C1)C(=O)NC1CC2(CC(C2)CC(=O)O)C1)CC1=CC=C(C=C1)C=1C=C2C=CC(=NC2=CC1)OC 2-(6-(4-chloro-1-(4-(2-methoxyquinolin-6-yl)benzyl)-1H-indazole-7-carboxamido)spiro[3.3]heptan-2-yl)acetic acid